C1(CC1)C1=C(C(=NO1)C1=C(C=NC=C1Cl)Cl)C1=CC2(C1)CCN(CC2)C2=NC1=C(C=CC=C1C=C2)OC 2-(2-(5-Cyclopropyl-3-(3,5-dichloropyridin-4-yl)isoxazol-4-yl)-7-azaspiro[3.5]non-1-en-7-yl)-8-methoxychinolin